N-(3,5-dimethylcyclohexyl)acetamide CC1CC(CC(C1)C)NC(C)=O